C(C)OC(CC1=NC=CC=C1Cl)=O 2-(3-Chloropyridin-2-yl)acetic acid ethyl ester